7-(4-((5-chloro-4-((2-(dimethylphosphoryl)phenyl)amino)pyrimidin-2-yl)amino)-2-methylphenyl)-7-azaspiro[3.5]nonan ClC=1C(=NC(=NC1)NC1=CC(=C(C=C1)N1CCC2(CCC2)CC1)C)NC1=C(C=CC=C1)P(=O)(C)C